ClC1=NN=C2N1C1=CC=C(C=C1C(=N2)N(C)C2=CC(=CC=C2)C#CC2CC2)F chloro-N-[3-(2-cyclopropylethynyl)phenyl]-7-fluoro-N-methyl-[1,2,4]triazolo[4,3-a]quinazolin-5-amine